8-methoxy-3-(trifluoroacetyl)-2H-chromen-2-one COC=1C=CC=C2C=C(C(OC12)=O)C(C(F)(F)F)=O